O=C1NCC2(C1)CCN(CC2)C2CC1CCC(C2)N1C(=O)OCC ethyl 3-(3-oxo-2,8-diazaspiro[4.5]decan-8-yl)-8-azabicyclo[3.2.1]octane-8-carboxylate